3-morpholinyl-1,2-propanediol N1(CCOCC1)CC(CO)O